C(C1=CC=CC=C1)OC1=NC(=CC=C1C1=CC=C(C=C1)N1CCC2(CCN(C2)C(=O)OC(C)(C)C)CC1)OCC1=CC=CC=C1 tert-butyl 8-(4-(2,6-bis(benzyloxy)pyridin-3-yl)phenyl)-2,8-diazaspiro[4.5]decane-2-carboxylate